CN1N=C2[C@@H](N(CCC2=C1C=1C=NN(C1)C(F)(F)F)C(=O)C=1C=C2C=CC=NC2=CC1)C (S)-(2,7-Dimethyl-3-(1-(trifluoromethyl)-1H-pyrazol-4-yl)-2,4,5,7-tetrahydro-6H-pyrazolo[3,4-c]pyridin-6-yl)(quinolin-6-yl)methanone